Pentazole lead [Pb].N1N=NN=N1